t-butyl ((4-nitrophenyl)sulfonyl)-L-prolinate [N+](=O)([O-])C1=CC=C(C=C1)S(=O)(=O)N1[C@@H](CCC1)C(=O)OC(C)(C)C